CC1=C(C(=C(C(=C1F)F)C1=C(C(=C(C(=C1F)F)C)F)F)F)F 4,4'-dimethyl-octafluorobiphenyl